(S)-3-methoxy-N,N-dimethylpyrrolidine-3-carboxamide CO[C@@]1(CNCC1)C(=O)N(C)C